N-[(4S)-3,4-dihydro-2H-chromen-4-yl]-7-fluoro-4-(thietan-3-yl)-8-(2,3,5-trifluorophenyl)quinoline-3-carboxamide O1CC[C@@H](C2=CC=CC=C12)NC(=O)C=1C=NC2=C(C(=CC=C2C1C1CSC1)F)C1=C(C(=CC(=C1)F)F)F